O=C1C(C=NC=C1)C(=O)[O-] 4-oxo-pyridine-3-carboxylate